ClC=1C=C2C(OCC3=CC=C(C=C3C3=C(C=C(C(NS(C(C1O)=C2)(=O)=O)=C3)F)F)C(F)(F)F)=O 13-Chloro-19,21-difluoro-14-hydroxy-16,16-dioxo-4-(trifluoromethyl)-9-oxa-16λ6-thia-17-azatetracyclo[16.3.1.111,15.02,7]tricosa-1(21),2,4,6,11,13,15(23),18(22),19-nonaen-10-one